N,N-dimethyl-1-(10H-spiro[acridine-9,1'-cyclopentan]-2-yl)methanamine CN(CC1=CC2=C(C=C1)NC1=CC=CC=C1C21CCCC1)C